1,3,5-trithiol S1CSCS1